6-(6-chloro-2-methylbenzo[d]thiazol-5-yl)-N-(4-(4-ethylpiperazin-1-yl)phenyl)-[1,2,4]triazolo[4',3':1,6]pyrido[2,3-d]pyrimidin-2-amine ClC1=CC2=C(N=C(S2)C)C=C1C1=CC2=C(N=C(N=C2)NC2=CC=C(C=C2)N2CCN(CC2)CC)N2C1=NN=C2